[Na+].[Na+].C(CCCCCCCCCCCCCCC)(=O)N1[C@@H](CCC1)C(=O)NCC(=O)N[C@@H](CC1=CC=C(C=C1)O)C(=O)[O-].C(CCCCCCCCCCCCCCC)(=O)N1[C@@H](CCC1)C(=O)NCC(=O)N[C@@H](CC1=CC=C(C=C1)O)C(=O)[O-] palmitoyl-L-prolyl-glycyl-L-tyrosine disodium salt